tert-Butyl (R)-5-methoxy-4-((2-(4-(methoxycarbonyl)phenyl)-4-(methyl-d3)piperazin-1-yl)methyl)-7-methyl-1H-indole-1-carboxylate COC=1C(=C2C=CN(C2=C(C1)C)C(=O)OC(C)(C)C)CN1[C@@H](CN(CC1)C([2H])([2H])[2H])C1=CC=C(C=C1)C(=O)OC